IC=1C(=NC2=CC=CC=C2C1)S(=O)(=O)O iodo-quinoline-sulfonic acid